3-chloro-5-methyl-7-[(3R)-1-methylpiperidin-3-yl]-6,7-dihydro-5H-pyrrolo[2,3-c]pyridazine ClC1=CC2=C(N=N1)N(CC2C)[C@H]2CN(CCC2)C